9,9-dimethoxymethylfluorene COCC1(C2=CC=CC=C2C=2C=CC=CC12)COC